methyl 1-benzyl-4-(6-chloro-2-cyanopyridin-3-yl)piperidine-4-carboxylate C(C1=CC=CC=C1)N1CCC(CC1)(C(=O)OC)C=1C(=NC(=CC1)Cl)C#N